C(C)N1C(NC2=CC(=CC=C2C1=S)CN1CCC(CC1)(F)C=1C=CC(=NC1C)C(=O)NC)=O 5-(1-((3-ethyl-2-oxo-4-thioxo-1,2,3,4-tetrahydroquinazolin-7-yl)methyl)-4-fluoropiperidin-4-yl)-N,6-dimethylpicolinamide